(6-bromopyridin-2-yl)-2-(diethoxyphosphoryl)propionic acid tert-butyl ester C(C)(C)(C)OC(C(C)(P(=O)(OCC)OCC)C1=NC(=CC=C1)Br)=O